N1(C=NC=C1)CC1=CC(=C2CCN(C(C2=C1)=O)C1=NC(=NC2=CC(=C(C=C12)OC)NC)C)C=1C(=NN(C1)C)C(F)(F)F 7-((1H-Imidazol-1-yl)methyl)-2-(6-methoxy-2-methyl-7-(methylamino)quinazolin-4-yl)-5-(1-methyl-3-(trifluoromethyl)-1H-pyrazol-4-yl)-3,4-dihydroisoquinolin-1(2H)-one